titanium bis(ethylacetoacetate) C(C)CC(CC(=O)[O-])=O.C(C)CC(CC(=O)[O-])=O.[Ti+2]